ClC=1C=C(C=CC1)[C@H](C)NC(=O)C1=CC=C2C(=C(N(C2=C1)C)C)CC=1C=C(OC(C(=O)OC)(C)C)C=CC1 methyl (S)-2-(3-((6-((1-(3-chlorophenyl)ethyl)carbamoyl)-1,2-dimethyl-1H-indol-3-yl)methyl)phenoxy)-2-methylpropanoate